[1,3]Oxazine O1CN=CC=C1